N[C@H](C)C=1C(=C(C=C2C(N(C(=NC12)N1CCOCC1)C)=O)C)F 8-[(1R)-1-aminoethyl]-7-fluoro-3,6-di-methyl-2-morpholino-quinazolin-4-one